4'-((2-butyl-4-oxo-1,3-diazaspiro[4.4]non-1-en-3-yl)methyl)-N-(4-chloro-5-methylisoxazol-3-yl)-N-(methoxymethyl)-2'-((pyridin-2-yloxy)methyl)-[1,1'-biphenyl]-2-sulfonamide C(CCC)C1=NC2(C(N1CC1=CC(=C(C=C1)C=1C(=CC=CC1)S(=O)(=O)N(COC)C1=NOC(=C1Cl)C)COC1=NC=CC=C1)=O)CCCC2